Cl.NCC#CC=1C=C(C=CC1)NC(CCCCCC[C@H](CCC)NC(CC1C=2N(C3=C(C(=N1)C1=CC=C(C=C1)Cl)C(=C(S3)C)C)C(=NN2)C)=O)=O (S)-N-(3-(3-aminoprop-1-yn-1-yl)phenyl)-8-(2-(4-(4-chlorophenyl)-2,3,9-trimethyl-6H-thieno[3,2-f][1,2,4]triazolo[4,3-a][1,4]diazepin-6-yl)acetamido)undecanamide hydrochloride